C(C=C)OC1=C(C=C(C(=C1)OCC=C)Cl)C(=O)N1CCCCC1 (2,4-bis(allyloxy)-5-chlorophenyl)(piperidin-1-yl)methanone